ClC1=CC(=CC(=N1)N1[C@@H](COCC1)C)C1(CCOCC1)S(=O)(=O)C (R)-4-(6-chloro-4-(4-(methylsulfonyl)tetrahydro-2H-pyran-4-yl)pyridin-2-yl)-3-methylmorpholine